C(CCC)N1C=[NH+]C(=C1)C 1-Butyl-4-methylimidazolium